2-(7-methoxy-1-naphthyl)ethylamine hydrochloride Cl.COC1=CC=C2C=CC=C(C2=C1)CCN